CC1=CC=C(C=C1)C(N(NC([C@H](C)NC(=O)C1=NC=CC(=C1OC(C(C)C)=O)OC)=O)C)C1=CC=C(C=C1)C.C(=CC)[Si](OCC)(OCC)OCC propenyl-triethoxysilane (S)-2-((1-(2-(bis(4-methylphenyl)methyl)-2-methylhydrazineyl)-1-oxopropan-2-yl)carbamoyl)-4-methoxypyridin-3-yl-isobutyrate